6-(2,3-difluoro-5-(2-(1-methylazetidin-2-yl)ethyl)phenethyl)-4-methylpyridin-2-amine FC1=C(CCC2=CC(=CC(=N2)N)C)C=C(C=C1F)CCC1N(CC1)C